tert-Butyl N-(7-bromo-6-chloro-3-hydroxy-1,3-dihydroisobenzofuran-5-yl)carbamate BrC=1C(=C(C=C2C(OCC12)O)NC(OC(C)(C)C)=O)Cl